C(CCCCCC(C)(C)C)(=O)N Neodecanamide